C(C)OC(COC1=NC=CC=C1OC1=NC(=C(C=C1Cl)F)N)=O 2-[[3-[(6-amino-3-chloro-5-fluoro-2-pyridinyl)oxy]-2-pyridinyl]oxy]acetic acid ethyl ester